OCCOCCCN1C(C(=CC2=C1N=C(N=C2)SC)N2CCN(C1=C(C=CC=C21)C)C(=O)OCC2=CC=CC=C2)=O benzyl 4-[8-[3-(2-hydroxyethoxy)propyl]-2-methylsulfanyl-7-oxo-pyrido[2,3-d]pyrimidin-6-yl]-8-methyl-2,3-dihydroquinoxaline-1-carboxylate